N-(4-ethoxyphenyl)-2-[(7-oxo-5-propyl-7,8-dihydro[1,2,4]triazolo[4,3-a]pyrimidin-3-yl)sulfanyl]acetamide C(C)OC1=CC=C(C=C1)NC(CSC1=NN=C2N1C(=CC(N2)=O)CCC)=O